O=C1NC(CCC1N1C(C2=CC=C(C=C2C1)C(=O)NC=1C2=C(SC1)C=CC(=C2)F)=O)=O 2-(2,6-dioxopiperidin-3-yl)-N-(5-fluorobenzo[b]thiophen-3-yl)-1-oxoisoindoline-5-carboxamide